N1C(=CC2=CC=CC=C12)CCN 2-(1H-indol-2-yl)ethan-1-amine